tri(2-methylbutyl)-cyclohexane-1,3,5-tripropionate CC(COC(CCC1CC(CC(C1)CCC(=O)OCC(CC)C)CCC(=O)OCC(CC)C)=O)CC